tert-butyl 4-{[(2-carbamoylphenyl)carbamoyl]methyl}piperidine-1-carboxylate C(N)(=O)C1=C(C=CC=C1)NC(=O)CC1CCN(CC1)C(=O)OC(C)(C)C